methyl-4-[(1-methylcyclopropyl)amino]-N-{[5-(propan-2-yl)-1,2-oxazol-3-yl]methyl}furo[2,3-d]pyrimidine-5-carboxamide CC=1N=C(C2=C(N1)OC=C2C(=O)NCC2=NOC(=C2)C(C)C)NC2(CC2)C